(4-((Tert-butoxycarbonyl)amino)benzoyl)(pyridin-1-ium-1-yl)amide C(C)(C)(C)OC(=O)NC1=CC=C(C(=O)[N-][N+]2=CC=CC=C2)C=C1